N-(3-chloro-5-(methylsulfonyl)phenyl)-1-(5-(methylsulfonyl)pyridin-2-yl)-1H-pyrazole-4-carboxamide ClC=1C=C(C=C(C1)S(=O)(=O)C)NC(=O)C=1C=NN(C1)C1=NC=C(C=C1)S(=O)(=O)C